n-octadecyl-diethanolamine C(CCCCCCCCCCCCCCCCC)N(CCO)CCO